C(C)(C)(C)OC(=O)N1CCC(CC1)CN1N=CC(=C1)C(=O)N1CC2(CN(C2)C(=O)C2(CC2)C(F)(F)F)[C@@H](C1)C(=O)O (S)-6-(1-((1-(tert-butoxycarbonyl)piperidin-4-yl)methyl)-1H-pyrazole-4-carbonyl)-2-(1-(trifluoromethyl)cyclopropane-1-carbonyl)-2,6-diazaspiro[3.4]octane-8-carboxylic acid